4-[[5-(4-chloro-2-fluoro-anilino)-3-pyridinyl]methyl]-3-fluoro-pyridin-2-amine ClC1=CC(=C(NC=2C=C(C=NC2)CC2=C(C(=NC=C2)N)F)C=C1)F